4-(3-aminoazetidin-1-yl)-2-(trifluoromethyl)benzonitrile 2,2,2-trifluoroacetate salt FC(C(=O)O)(F)F.NC1CN(C1)C1=CC(=C(C#N)C=C1)C(F)(F)F